3-[3-(5-benzyl-pyrimidin-2-yl)pyrrolidin-1-yl]-6-(1-methyl-1H-pyrazol-4-yl)pyrazolo[1,5-a]pyridine C(C1=CC=CC=C1)C=1C=NC(=NC1)C1CN(CC1)C=1C=NN2C1C=CC(=C2)C=2C=NN(C2)C